3,5,3'-trans-trihydroxystilbene OC=1C=C(C=C(C1)O)\C=C\C1=CC(=CC=C1)O